tin-iron-tungsten [W].[Fe].[Sn]